NC1=NC=C(C=C1C1=C(C=C(C=C1)NC(=O)C1=CN(C(=C(C1=O)C1=CC=C(C=C1)F)C#N)C(C)C)F)C1=CC(=C(C=C1)OC)OC N-(4-(2-amino-5-(3,4-dimethoxyphenyl)pyridin-3-yl)-3-fluorophenyl)-6-cyano-5-(4-fluorophenyl)-1-isopropyl-4-oxo-1,4-dihydropyridine-3-carboxamide